[Br].CN1CN(C=C1)C=C 1-methyl-3-vinyl-imidazole bromine salt